(cyclopentadienyl)dimethyl-triethylsilylmethyl-platinum C1(C=CC=C1)[Pt](C[Si](CC)(CC)CC)(C)C